ClC=1C=CC=2N(C1)C(=CN2)C(=O)OCC ethyl 6-chloroimidazo[1,2-a]pyridine-3-carboxylate